The molecule is a bis(eta(5)-cyclopentadienyl)metal(II) having Fe(II) as the metal(II) species. The parent of the class of ferrocenes. It has a role as a fuel additive. It is a member of ferrocenes and a bis(eta(5)-cyclopentadienyl)metal(II). [CH-]1[CH-][CH-][CH-][CH-]1.[CH-]1C=CC=C1.[Fe]